N1C(=NC2=C1C=CC=C2)C2=CC(=NN2C)NC(C2=CC=C(C=C2)N2CCN(CC2)CC(C)(C)O)=O N-[5-(1H-benzimidazol-2-yl)-1-methyl-pyrazol-3-yl]-4-[4-(2-hydroxy-2-methyl-propyl)piperazin-1-yl]benzamide